FC1=C2C=NN(C(C2=CC=C1F)=O)[C@@H](C(=O)O)C (R)-2-(5,6-difluoro-1-oxophthalazin-2(1H)-yl)propanoic acid